ethyl-(S)-4-(3-((tert-Butoxycarbonyl)amino)-3-methylpyrrolidin-1-yl)-5-(4-methyl-1H-benzo[d]imidazol-2-yl)nicotinic acid ethyl ester C(C)OC(C1=C(N=CC(=C1N1C[C@@](CC1)(C)NC(=O)OC(C)(C)C)C1=NC2=C(N1)C=CC=C2C)CC)=O